C(CCC)OCCC(=O)N(CCC)CCC 3-butoxy-N,N-dipropylpropanamide